[4-(4,7-Dimethoxynaphthalen-1-ylcarbonyl)phenyl]phenyliodonium nonafluorobutanesulfonate FC(C(C(C(S(=O)(=O)[O-])(F)F)(F)F)(F)F)(F)F.COC1=CC=C(C2=CC(=CC=C12)OC)C(=O)C1=CC=C(C=C1)[I+]C1=CC=CC=C1